Hydroxy-3-Methyl-glutaric acid OC(C(=O)O)C(CC(=O)O)C